BrC#CCC(C1=C(C=CC(=C1)F)F)N1C(C2=CC(=CC(=C2C1)F)C1=CC=C(C=C1)N1CCN(CC1)C)=O 2-(4-Bromo-1-(2,5-difluorophenyl)but-3-yn-1-yl)-4-fluoro-6-(4-(4-methylpiperazine-1-yl)phenyl)isoindolin-1-one